(S)-2-(2,6-bis(benzyloxy)pyridin-3-yl)-5-(4-fluoro-1-methylisoindoline-2-carbonyl)isoindolin-1-one C(C1=CC=CC=C1)OC1=NC(=CC=C1N1C(C2=CC=C(C=C2C1)C(=O)N1[C@H](C2=CC=CC(=C2C1)F)C)=O)OCC1=CC=CC=C1